C(#N)OC1=CC(=CC(=C1)C)OC#N 1,3-dicyanooxy-5-methylbenzene